1,2-bis(2-thienyl)acetylene carbon [C].S1C(=CC=C1)C#CC=1SC=CC1